C(C)(C)(C)N1N=C(C(=C1C)O)C1=CC=C(C=C1)C 1-(tert-Butyl)-5-methyl-3-(p-tolyl)-1H-pyrazol-4-ol